p-toluenephosphonic acid CC1=CC=C(C=C1)P(O)(=O)O